BrC=1C=CC2=C(NC(=N2)[C@H]2N(CCC3=C2N=CN3)C(CCC=3SC=CN3)=O)C1 (S)-1-(4-(6-bromo-1H-benzo[d]imidazol-2-yl)-6,7-dihydro-1H-imidazo[4,5-c]pyridin-5(4H)-yl)-3-(thiazol-2-yl)propan-1-one